N1=CC=CC2=CC(=CC=C12)NC(CC(=O)NC=1C=C2C=CC=NC2=CC1)=O N,N'-di(6-quinolyl)malonamide